C1(CC1)C1=CC=C(C=C1)N1N=C2CCNC[C@H]3C2=C1CCN3C(=O)OC(C)(C)C |o1:16| (R or S)-tert-butyl 2-(4-cyclopropylphenyl)-2,3,4,5a,6,7,8,9-octahydro-5H-1,2,5,7-tetraazabenzo[cd]azulene-5-carboxylate